CCCCCSCC(=O)SCCNC(=O)CCNC(=O)[C@@H](C(C)(C)COP(=O)(O)OP(=O)(O)OC[C@@H]1[C@H]([C@H]([C@@H](O1)N2C=NC3=C(N=CN=C32)N)O)OP(=O)(O)O)O The molecule is a medium-chain fatty acyl-CoA that results from the formal condensation of the thiol group of coenzyme A with the carboxy group of (pentylsulfanyl)acetic acid. It derives from an octanoyl-CoA and a 2-(pentylsulfanyl)acetic acid.